O1CCN(CC1)C1=NC(=NC(=C1)NC=1SC(=CN1)C=1OC(=NN1)C1=CC=CC=C1)N1[C@@H](CCC1)C(=O)N (S)-1-(4-morpholino-6-((5-(5-phenyl-1,3,4-oxadiazol-2-yl)thiazol-2-yl)amino)pyrimidine-2-yl)pyrrolidine-2-carboxamide